ClC1=CC(=C(C=C1)NCC#CC=1N(C2=CC=CC(=C2C1)NC1CCN(CC1)CC(COC)O)CC(F)(F)F)OC 1-{4-[(2-{3-[(4-chloro-2-methoxyphenyl)amino]prop-1-yn-1-yl}-1-(2,2,2-trifluoroethyl)-1H-indol-4-yl)amino]piperidin-1-yl}-3-methoxypropan-2-ol